4-methoxy-1,6-dimethylpyridin-2(1H)-one COC1=CC(N(C(=C1)C)C)=O